butyl 4-(6-(2-(4,4-difluorocyclohexyl)acetyl)-5,6,7,8-tetrahydro-1,6-naphthyridin-2-yl)piperazine-1-carboxylate FC1(CCC(CC1)CC(=O)N1CC=2C=CC(=NC2CC1)N1CCN(CC1)C(=O)OCCCC)F